COC(C1=NC=C(C(=C1)N(C)C)C=O)=O 4-(dimethylamino)-5-formylpicolinic acid methyl ester